methoxymethyl 4-((4-(benzyloxy)-2-methoxy-6-methylbenzoyl)oxy)-2-(methoxymethoxy)-3,6-dimethyl-5-vinylbenzoate C(C1=CC=CC=C1)OC1=CC(=C(C(=O)OC2=C(C(=C(C(=O)OCOC)C(=C2C=C)C)OCOC)C)C(=C1)C)OC